S1C(=CC=C1)C1=CC(=C2C=CC=NC2=C1)C1(CC1)C1=C(C(=O)N)C=CC=C1 (1-(7-(thiophen-2-yl)quinolin-5-yl)cyclopropyl)benzamide